BrC=1N=C(NC1)C(C(C)C)=O 1-(4-bromo-1H-imidazol-2-yl)-2-methylpropan-1-one